(R)-3-((6-aminopyridin-3-yl)(tert-butoxycarbonyl)amino)piperidine-1-carboxylic acid tert-butyl ester C(C)(C)(C)OC(=O)N1C[C@@H](CCC1)N(C(=O)OC(C)(C)C)C=1C=NC(=CC1)N